C1(CC1)S(=O)(=O)N1N=CC(=C1)C1=NC=CC(=N1)NC1=NC=C(C(=C1)NC1CCC(CC1)F)C=1SC=C(N1)C(F)F N2-(2-(1-(Cyclopropylsulfonyl)-1H-pyrazol-4-yl)pyrimidin-4-yl)-5-(4-(difluoromethyl)thiazol-2-yl)-N4-((1s,4s)-4-fluorocyclohexyl)pyridine-2,4-diamine